C(C)C1=C(C=CC(=C1)N1CCN(CC1)C)NC1=NC=C(C(=N1)NCCCN1C(CN(CCC1)C)=O)C(F)(F)F 1-(3-((2-((2-Ethyl-4-(4-methylpiperazin-1-yl)phenyl)amino)-5-(trifluoromethyl)pyrimidin-4-yl)amino)propyl)-4-methyl-1,4-diazepan-2-on